C(CCCC)NC=1C(C=CC(C1)=O)=O 2-pentylamino-1,4-benzoquinone